C1(CC1)C(C(F)(F)F)(O)C1=CC(=C(C=C1OC)N=CN(C)C(C)C)C N'-[4-(1-cyclopropyl-2,2,2-trifluoro-1-hydroxy-ethyl)-5-methoxy-2-methyl-phenyl]N-isopropyl-N-methyl-formamidine